5-Bromo-4-cyclopropyl-2-fluoro-N-((2-(trifluoromethyl)pyridin-3-yl)carbamoyl)benzamide BrC=1C(=CC(=C(C(=O)NC(NC=2C(=NC=CC2)C(F)(F)F)=O)C1)F)C1CC1